C1(CC1)C=1N=C(N(C1)C1=C(C=C(C=C1F)OC)F)NC(C1=CC=C(C=C1)OC(F)F)=O N-[4-Cyclopropyl-1-(2,6-difluoro-4-methoxyphenyl)-1H-imidazol-2-yl]-4-(difluoromethoxy)benzamide